FC(OC=1C=C(C=CC1)C1=CC(=C(O1)C)C(=O)NC1=NC(=NS1)CC(C)N1CCOCC1)F 5-(3-(Difluoromethoxy)phenyl)-2-methyl-N-(3-(2-morpholinopropyl)-1,2,4-thiadiazol-5-yl)furan-3-carboxamide